Cl.NC1CCC(CC1)C(=O)OCC ethyl 4-aminocyclohexanecarboxylate hydrochloride